4-[[4-Chloro-2-fluoro-6-[2-methoxy-4-(trifluoromethoxy)phenoxy]-3-methyl-benzoyl]amino]-5-methylpyridine-2-carboxamide ClC1=C(C(=C(C(=O)NC2=CC(=NC=C2C)C(=O)N)C(=C1)OC1=C(C=C(C=C1)OC(F)(F)F)OC)F)C